N-(2-methylimidazo[1,2-a]pyridin-6-yl)-4-(6-oxa-2,9-diazaspiro[4.5]decan-2-yl)-2,3-dihydro-1H-pyrrolo[2,3-b]pyridine-1-carboxamide CC=1N=C2N(C=C(C=C2)NC(=O)N2CCC=3C2=NC=CC3N3CC2(CC3)OCCNC2)C1